C(CC)(=O)OC=1CC(C(=C(C1)C(C)(C)C)O)(C(C)(C)C)CCCCCCCCCCCCCCCCCC 3-Octadecyl-(3,5-di-tert-butyl-4-hydroxyphenyl) propionate